BrC=1N(C=2C(=C3C(NC(C3=CC2)(O)C2=C(C=CC(=C2)F)Cl)=O)N1)CC(F)(F)F bromo-6-(2-chloro-5-fluorophenyl)-6-hydroxy-3-(2,2,2-trifluoroethyl)-7,8-dihydro-6H-imidazo[4,5-e]isoindol-8-one